(Z)-4-(3-methoxyisoxazol-5-yl)pent-2-enoic acid tert-butyl ester C(C)(C)(C)OC(\C=C/C(C)C1=CC(=NO1)OC)=O